FC(C(=O)OCCC)(C(C(C(F)(F)F)(F)F)(F)F)F propyl perfluorovalerate